C(C)(C)(C)C=1C=C(C=CC1)C1=NOC(C1)C(=O)OCC ethyl 3-(3-tert-butylphenyl)-4,5-dihydro-1,2-oxazole-5-carboxylate